1-methyl-3-propargylimidazolium bromide salt [Br-].CN1C=[N+](C=C1)CC#C